4-amino-4-(1-azido-13-oxo-3,6,9-trioxa-12-azapentadecan-15-yl)-N1,N7-bis(2-(2-(2-(2-azidoethoxy)ethoxy)ethoxy)ethyl)heptanediamide NC(CCC(=O)NCCOCCOCCOCCN=[N+]=[N-])(CCC(=O)NCCOCCOCCOCCN=[N+]=[N-])CCC(NCCOCCOCCOCCN=[N+]=[N-])=O